bis[3-(trimethylammonio)propyl]-4,4'-bipyridinium C[N+](CCC[N+]1=CC=C(C=C1)C1=CC=[N+](C=C1)CCC[N+](C)(C)C)(C)C